Di-p-Toluoyl-D-Tartaric Acid CC1=CC=C(C=C1)C(=O)O[C@@H]([C@@H](C(=O)O)OC(=O)C2=CC=C(C=C2)C)C(=O)O